[C@@H]12OC[C@@H](N(C1)C1CCN(CC1)C1=C(C=C(C(=C1)OC)NC1=NC=NC(=C1)N1OCC[C@@H]1C1=CC(=CC=C1)F)NC(C=C)=O)C2 N-(2-(4-((1S,4S)-2-oxa-5-azabicyclo[2.2.1]heptane-5-yl)piperidine-1-yl)-5-((6-((R)-3-(3-fluorophenyl)-isoxazolidine-2-yl)pyrimidine-4-yl)amino)-4-methoxy-phenyl)acrylamide